C(C)(=O)N=C(N)NCCC(=O)O 3-{[(acetylimino)(amino)methyl]amino}propanoic acid